C(C1=CC=CC=C1)(=O)C1=CC=C(C=C1)SC1=CC=C(C=C1)C(C(C)(S(=O)(=O)C1=CC=C(C)C=C1)C)=O 1-[4-(4-benzoyl-phenylthio)-phenyl]-2-methyl-2-(toluene-4-sulfonyl)-propan-1-one